C(C)OC(=O)C=1N=CN(C1)[C@@H](C)CCC1=CC=CC=C1 1-[(2S)-4-Phenylbutan-2-yl]-1H-imidazole-4-carboxylic acid ethyl ester